BrC1=CC=CC(=N1)NC(=O)[C@H]1N(C2CC2(C1)CO)C(=O)OC(C)(C)C (3S)-tert-Butyl 3-(6-bromopyridin-2-ylcarbamoyl)-5-(hydroxymethyl)-2-azabicyclo[3.1.0]hexane-2-carboxylate